2-((1s,2s)-1-(2-cyanophenyl)-1-(1-methyl-3-(trifluoromethyl)-1H-pyrazol-4-yl)propan-2-yl)-5-hydroxy-N-(isoxazol-4-yl)-1-methyl-6-oxo-1,6-dihydropyrimidine-4-carboxamide C(#N)C1=C(C=CC=C1)[C@H]([C@H](C)C=1N(C(C(=C(N1)C(=O)NC=1C=NOC1)O)=O)C)C=1C(=NN(C1)C)C(F)(F)F